ClC=1C(=C(C=CC1)NC=1C(=NN2C1C(NCC2)=O)C2=C1C(=NC=C2)C=C(N1)OC)OC 3-[(3-chloro-2-methoxyphenyl)amino]-2-{2-methoxy-1H-pyrrolo[3,2-b]pyridin-7-yl}-5H,6H,7H-pyrazolo[1,5-a]pyrazin-4-one